NCC1CC2(C1)OC(N(C2)[C@@H](C)C=2C=CC=C1C(=C(NC21)C(=O)O)C=2C=NN(C2)CC#N)=O 7-((S)-1-((2S,4r)-2-(aminomethyl)-6-oxo-5-oxa-7-azaspiro[3.4]oct-7-yl)ethyl)-3-(1-(cyanomethyl)-1H-pyrazol-4-yl)-1H-indole-2-carboxylic acid